C(#N)C1=CC=C(C=C1)N(C(=O)C=1N=CC=2N(C1)C=CN2)C N-(4-cyanophenyl)-N-methyl-imidazo[1,2-a]pyrazine-6-carboxamide